(7-(4-fluoro-3-methoxyphenyl)-2-azaspiro[3.5]non-2-yl)((1s,3s)-3-hydroxy-3-methylcyclobutyl)methanone nickel lithium nickel manganese cobalt [Co].[Mn].[Ni].[Li].[Ni].FC1=C(C=C(C=C1)C1CCC2(CN(C2)C(=O)C2CC(C2)(C)O)CC1)OC